1-[bromo(4-fluorophenyl)methyl]-4-fluorobenzene BrC(C1=CC=C(C=C1)F)C1=CC=C(C=C1)F